(2-(2-hydroxyethoxy)ethyl)-N-methylpropanamide OCCOCCC(C(=O)NC)C